4-(benzyloxy)-3-fluoro-5-(hydroxymethyl)benzoic acid methyl ester COC(C1=CC(=C(C(=C1)CO)OCC1=CC=CC=C1)F)=O